N1C(=NC=C1)NC1=CC(=C(C=C1)C1=CN=C(S1)[C@@H]1CC[C@H](CC1)NC(OC1COC1)=O)S(NC(C)(C)C)(=O)=O oxetan-3-yl (trans-4-(5-(4-((1H-imidazol-2-yl)amino)-2-(N-(tert-butyl)sulfamoyl)phenyl)thiazol-2-yl)cyclohexyl)carbamate